3-[(2S,5S)-2,3-dihydro-2,5-methano-1,4-benzoxazepin-4(5H)-yl]-2,2-dimethyl-3-oxopropanenitrile O1[C@@H]2CN([C@H](C3=C1C=CC=C3)C2)C(C(C#N)(C)C)=O